NC1(CCN(CC1)C1=CN=C2C(=N1)NN=C2C2=C(C=CC=C2)Cl)CO (4-amino-1-(3-(2-chlorophenyl)-1H-pyrazolo[3,4-b]-pyrazin-6-yl)-piperidin-4-yl)-methanol